2-(pyridazin-3-yl)[1,2,4]triazolo[1,5-c]quinazolin N1=NC(=CC=C1)C1=NN2C=NC=3C=CC=CC3C2=N1